3,7-dipropyl-3,7-diazabicyclo[3.3.1]nonane C(CC)N1CC2CN(CC(C1)C2)CCC